2,3,4,6,7,8,9,10-octahydropyrimido[1,2-a]azepin-1-ium phenolate C1(=CC=CC=C1)[O-].[NH+]=1CCCN2C1CCCCC2